CC=C(C(=O)OC)C#N methyl methylcyanoacrylate